C(CC)(=O)ON1C(CCC1=O)=O propionic acid, 2,5-dioxo-1-pyrrolidinyl ester